5-(4-((1-(4-(5,7-dimethoxy-4-oxo-3,4-dihydroquinazolin-2-yl)phenyl)piperidin-4-yl)methyl)-3,5-dimethylpiperazin-1-yl)-2-(2,6-dioxopiperidin-3-yl)isoindoline-1,3-dione COC1=C2C(NC(=NC2=CC(=C1)OC)C1=CC=C(C=C1)N1CCC(CC1)CN1C(CN(CC1C)C=1C=C2C(N(C(C2=CC1)=O)C1C(NC(CC1)=O)=O)=O)C)=O